C(C)SC1=CC=2C(C3=CC=CC=C3SC2C(=C1)SCC)=O 2,4-diethylthiothioxanthen-9-one